NC1=NC2=CC=C(C=C2C=N1)C=1C=C(C=C(C1)F)NS(=O)(=O)C=1C(=NC=C(C1)Cl)OC N-[3-(2-aminoquinazolin-6-yl)-5-fluorophenyl]-5-chloro-2-methoxypyridine-3-sulfonamide